2-methyl-3-(3,4-dihydroxyphenyl)-L-alanine C[C@](N)(CC1=CC(=C(C=C1)O)O)C(=O)O